C(CC=C)OC1=CC(=CC(=C1)F)C1CC1 1-(but-3-en-1-yloxy)-3-cyclopropyl-5-fluorobenzene